CN(C=1C=C(OC2=CC=C(C#N)C=C2)C=C(C1)I)C 4-(3-(dimethylamino)-5-iodophenoxy)benzonitrile